5-(4-(2-(1-(4-((1,5-naphthyridin-2-yl)amino)pyridin-2-yl)piperidin-4-yl)ethyl)piperazin-1-yl)-2-(2,6-dioxopiperidin-3-yl)isoindoline-1,3-dione N1=C(C=CC2=NC=CC=C12)NC1=CC(=NC=C1)N1CCC(CC1)CCN1CCN(CC1)C=1C=C2C(N(C(C2=CC1)=O)C1C(NC(CC1)=O)=O)=O